NN1C(C(=NC(=C1)C1=CC=C(C=C1)Cl)C=1C=NN(C1)C)N.[NH4+] ammonium 1,2-diamino-5-(4-chlorophenyl)-3-(1-methyl-1H-pyrazol-4-yl)pyrazine